C1(=CC=C(C=C1)C(C)(C)Cl)C(C)(C)Cl 2,2'-(1,4-phenylene)bis(2-chloropropane)